methyl-γ-thiocarbonylbutyrolactone CC1C(=O)OC(C1)=C=S